(1R,3S,5R)-2-(2-(3-acetyl-7-methyl-5-(2-methylpyrimidin-5-yl)-1H-indazol-1-yl)acetyl)-N-(2-(3-chloro-2-fluorophenyl)propan-2-yl)-5-methyl-2-azabicyclo[3.1.0]hexane-3-carboxamide C(C)(=O)C1=NN(C2=C(C=C(C=C12)C=1C=NC(=NC1)C)C)CC(=O)N1[C@@H]2C[C@@]2(C[C@H]1C(=O)NC(C)(C)C1=C(C(=CC=C1)Cl)F)C